ethyl 3-(4-chloro-6-((6-cyclopropylimidazo[1,2-a]pyridin-2-yl)methoxy)pyrimidin-2-yl)propanoate ClC1=NC(=NC(=C1)OCC=1N=C2N(C=C(C=C2)C2CC2)C1)CCC(=O)OCC